BrC=1C=C2C(=CN1)N(C=C2C(C(=O)OCC)=O)C ethyl 2-(5-bromo-1-methyl-1H-pyrrolo[2,3-c]pyridin-3-yl)-2-oxoacetate